(2S)-2-amino-3-(difluoromethyl)but-3-en-1-ol N[C@H](CO)C(=C)C(F)F